C/C(=C\\C=C\\C1=[N+](C2=C(C1(C)C)C=C(C=C2)S(=O)(=O)O)CCS(=O)(=O)O)/C=C/C=C/3\\C(C4=C(N3CCS(=O)(=O)[O-])C=CC(=C4)S(=O)(=O)O)(C)C The molecule is a arenesulfonic acid in which two sulfonated indole moieties are linked via a 4-methylhepta-1,3,5-triene-1,7-diyl chain. It is a member of indoles, an arenesulfonic acid and an iminium betaine. It is a conjugate acid of a tetrasulfocyanine(3-).